BrC1=CC=C2C(=CC(=NC2=C1)C1C(C1)C1=NC=CC(=N1)C)CO[Si](C)(C)C(C)(C)C 7-bromo-4-(((tert-butyldimethylsilyl)oxy)methyl)-2-(2-(4-methylpyrimidin-2-yl)cyclopropyl)quinoline